(R)-N-(2-(5-Methyl-6-((1-methylpiperidin-3-yl)amino)pyridazin-3-yl)-5-(trifluoromethyl)phenyl)methanesulfonamide CC=1C=C(N=NC1N[C@H]1CN(CCC1)C)C1=C(C=C(C=C1)C(F)(F)F)NS(=O)(=O)C